F[C@@H]1CN(CC1)S(=O)(=O)Cl (S)-3-fluoropyrrolidine-1-sulfonyl chloride